C(C1=CC=CC=C1)NS(=O)(=O)C1=CC(=CC=C1)B1OC(C(O1)(C)C)(C)C N-benzyl-3-(4,4,5,5-tetramethyl-1,3,2-dioxaborolan-2-yl)benzene-1-sulfonamide